3-methyl-4-aminopyridine CC=1C=NC=CC1N